9-(benzyloxy)-2,6-dimethyl-8,10-dioxo-N-(2,4,6-trifluorobenzyl)-3,6,8,10-tetrahydro-2H-1,7-methanopyrido[1,2-b][1,2,5]triazecine-11-carboxamide C(C1=CC=CC=C1)OC=1C(C(=CN2N3C(CC=CC(N(C(C21)=O)C3)C)C)C(=O)NCC3=C(C=C(C=C3F)F)F)=O